Cl.C(CCC)C=1C=CC(=NC1)C(=O)NNC(C1=CN=CC=C1)=O 5-butyl-N'-nicotinoylpicolinohydrazide hydrogen chloride